1-((3-hydroxy-1-adamantyl)methyl)-2-oxo-1,2-dihydropyridin OC12CC3(CC(CC(C1)C3)C2)CN2C(C=CC=C2)=O